tert-butyl 4-[4-nitro-3-(4-pyridylamino)phenyl]piperazine-1-carboxylate [N+](=O)([O-])C1=C(C=C(C=C1)N1CCN(CC1)C(=O)OC(C)(C)C)NC1=CC=NC=C1